COC1=CC=2N(C=C1OC)N=C(C2)C(C)O 1-(5,6-dimethoxypyrazolo[1,5-a]pyridin-2-yl)ethan-1-ol